F[C@@H]\1[C@@]2(C[C@H]([C@H](C/C1=C\C=1N=CC(=NC1)C1=C(C=C(C=C1)N1C=NC=C1)O)N2)OC)C 2-(5-((E)-((1S,2S,5S,6R)-2-fluoro-6-methoxy-1-methyl-8-azabicyclo[3.2.1]octan-3-ylidene)methyl)pyrazin-2-yl)-5-(1H-imidazol-1-yl)phenol